ClC=1C=C(C=CC1F)C1OP(OCC1)(=O)OCC1O[C@H]([C@H]2[C@@H]1OC(O2)(C)C)N2C=C(CC=C2)C(=O)N 1-((3aR,4R,6aR)-6-(((4-(3-chloro-4-fluorophenyl)-2-oxido-1,3,2-dioxaphosphinan-2-yl)oxy)methyl)-2,2-dimethyltetrahydrofuro[3,4-d][1,3]dioxol-4-yl)-1,4-dihydropyridine-3-carboxamide